COC([C@@H](N(C)C1=NC(=NC(=C1[N+](=O)[O-])C)Cl)[C@@H](OC(C)(C)C)C)=O O-(tert-butyl)-N-(2-chloro-6-methyl-5-nitropyrimidin-4-yl)-N-methyl-L-allothreonine methyl ester